C(C)C1=CC=C(C=C1)CC=CC=1C=C(CC2NCC(N2)=O)C=CC1 2-(3-(3-(4-ethylphenyl)prop-1-en-1-yl)benzyl)imidazolidin-4-one